CC1(O[C@H]2[C@H](CNC[C@H]2O)O1)C (3aS,7R,7aR)-2,2-dimethyl-3a,4,5,6,7,7a-hexahydro-[1,3]dioxolo[4,5-c]pyridin-7-ol